C1=CC2=C(C=C1[N+](=O)[O-])C(=O)N(C2=O)O N-hydroxy-4-nitrophthalimide